COC=1C=C2C(=NC=NC2=CC1OCC1CCN(CC1)C)NC1=CC=C(OC2=C(C#N)C=CC=C2)C=C1 (4-((6-methoxy-7-((1-methylpiperidin-4-yl)methoxy)quinazolin-4-yl)amino)phenoxy)benzonitrile